C(C)(C)(C)OC(NC=1C=NC(=C(C1)Cl)C=1OC(CN1)(C)C)=O (5-chloro-6-(5,5-dimethyl-4,5-dihydro-oxazol-2-yl)pyridin-3-yl)carbamic acid tert-butyl ester